C1=CC=CC=2C3=CC=CC=C3N(C12)C=1C(=C(C(=O)O)C(=C(N1)N1C2=CC=CC=C2C=2C=CC=CC12)N1C2=CC=CC=C2C=2C=CC=CC12)N1C2=CC=CC=C2C=2C=CC=CC12 2,3,5,6-tetrakis(9H-carbazol-9-yl)isonicotinic acid